FC1=C(C=O)C=C(C=C1C(F)(F)F)[N+](=O)[O-] 2-fluoro-5-nitro-3-(trifluoromethyl)benzaldehyde